(tert-butyl 2-amino-4-chloro-5-(4-ethylpiperazin-1-yl) phenyl) carbamate C(N)(OC1=C(C(=C(C(=C1)N1CCN(CC1)CC)Cl)C(C)(C)C)N)=O